FC=1C=C(C=CC1F)[C@H]1[C@@H](CN(C1)CCOC)NC(NC1=CC(=NN1C)C1=CC=C(C(=O)NC)C=C1)=O 4-(5-(3-((3s,4r)-4-(3,4-difluorophenyl)-1-(2-methoxyethyl)pyrrolidin-3-yl)ureido)-1-methyl-1H-pyrazol-3-yl)-N-methylbenzamide